(R,Z)-N-(4-((4-([1,2,4]triazolo[1,5-a]pyridin-7-yloxy)-5-cyclopropyl-2-methoxyphenyl)amino)-7-methoxyquinazolin-6-yl)-2-fluoro-3-(1-methylpyrrolidin-2-yl)acrylamide N=1C=NN2C1C=C(C=C2)OC2=CC(=C(C=C2C2CC2)NC2=NC=NC1=CC(=C(C=C21)NC(/C(=C/[C@@H]2N(CCC2)C)/F)=O)OC)OC